C1(=CC=CC=C1)NC1=C(C(=O)O)C=CC=C1 2-(Phenylamino)benzoic acid